2-((4-((6-((4-cyano-2-fluorophenoxy)methyl)pyridin-2-yl)oxy)piperidin-1-yl)methyl)-3-((1-(cyanomethyl)cyclopropyl)methyl)-3H-imidazolo[4,5-b]pyridine-5-carboxylic acid C(#N)C1=CC(=C(OCC2=CC=CC(=N2)OC2CCN(CC2)CC2=NC=3C(=NC(=CC3)C(=O)O)N2CC2(CC2)CC#N)C=C1)F